N-(4-(5-((3S,4S)-4-amino-3-methyl-2-oxa-8-azaspiro[4.5]decan-8-yl)-6-(hydroxymethyl)-3-methylpyrazin-2-ylsulfanyl)-3-chloropyridin-2-yl)-2-cyanoacetamide N[C@@H]1[C@@H](OCC12CCN(CC2)C=2N=C(C(=NC2CO)SC2=C(C(=NC=C2)NC(CC#N)=O)Cl)C)C